5-(tetrahydropyran-4-yl)-1-(toluene-4-sulfonyl)-1H-pyrrole-3-sulfonic acid O1CCC(CC1)C1=CC(=CN1S(=O)(=O)C1=CC=C(C)C=C1)S(=O)(=O)O